4-chloro-1-(pyridin-3-yl)-1-butanone ClCCCC(=O)C=1C=NC=CC1